6-(4-chlorobenzyl)-9-isopropyl-7,10-dioxo-N-phenyl-2,6,9-triazaspiro-[4.5]decane-2-carboxamide ClC1=CC=C(CN2C3(CCN(C3)C(=O)NC3=CC=CC=C3)C(N(CC2=O)C(C)C)=O)C=C1